FC1=C(C(=CC=C1)C)N1CCC(CC1)C1=CC=2C(=NC=CN2)N(C1=O)CC1=NC=CN=C1OCC(F)(F)F 7-(1-(2-fluoro-6-methylphenyl)piperidin-4-yl)-5-((3-(2,2,2-trifluoroethoxy)pyrazin-2-yl)methyl)pyrido[2,3-b]pyrazin-6(5H)-one